COC(C1=CC=CC(=C1)C#C)=O 5-ethynylbenzoic acid methyl ester